4-oxo-1-(1,3-thiazol-2-yl)-1,4-dihydro-1,8-naphthyridine-3-carboxylic acid O=C1C(=CN(C2=NC=CC=C12)C=1SC=CN1)C(=O)O